OCCN(C1=NC(=NC(=N1)NC1=CC=C(C=C1)S(=O)(=O)O)NC1=CC=C(C=C1)C=CC1=CC=C(C=C1)NC1=NC(=NC(=N1)N(CCO)CCO)NC1=CC=C(C=C1)S(=O)(=O)O)CCO 4,4'-bis[[4-[bis(2-hydroxyethyl)amino]-6-(4-sulphoanilino)-1,3,5-triazin-2-yl]amino]stilbene